3-{(2R)-2-[8-amino-1-(4-{[4-(trifluoromethyl)pyridin-2-yl]carbamoyl}phenyl)imidazo[1,5-a]pyrazin-3-yl]morpholin-4-yl}cyclobutanecarboxylic acid NC=1C=2N(C=CN1)C(=NC2C2=CC=C(C=C2)C(NC2=NC=CC(=C2)C(F)(F)F)=O)[C@H]2CN(CCO2)C2CC(C2)C(=O)O